CS(=O)(=O)O.C=1(C(=CC=CC1)N)C1=CC=CC=C1 biphenyl-2-amine methanesulfonate